CC=1C=C2C(OC(C2=CC1C)=O)=O 5,6-dimethylisobenzofuran-1,3-dione